3-bromo-N-(1-((2,4-dichlorophenyl)carbamoyl)cyclopropyl)-1-(3-chloropyridin-2-yl)-1H-pyrazole-5-carboxamide BrC1=NN(C(=C1)C(=O)NC1(CC1)C(NC1=C(C=C(C=C1)Cl)Cl)=O)C1=NC=CC=C1Cl